NC=1C=C(C=CC1)N1CCN(CC1)C=1C(=NC(=C(N1)C)C1=C(C(=CC=C1)Cl)Cl)CO (3-(4-(3-aminophenyl)piperazin-1-yl)-6-(2,3-dichlorophenyl)-5-methylpyrazin-2-yl)methanol